C1(CCCCC1)C1=NN=C(O1)C(C(=O)NC)NC(OC(C)(C)C)=O tert-butyl (1-(5-cyclohexyl-1,3,4-oxadiazol-2-yl)-2-(methylamino)-2-oxoethyl)carbamate